CC=1N(C(=CC1)SC=1SC=CC1)C1=NC=CC=C1 2-(2-methyl-5-(thiophen-2-ylthio)-1H-pyrrol-1-yl)pyridine